ClC=1C=C2CC(CC2=CC1Cl)=O 5,6-dichloro-1,3-dihydro-2H-inden-2-one